benzyl ((((1S,2S,4R)-3-oxo-1-azabicyclo[2.2.1]heptan-2-yl)methoxy)(phenoxy)phosphoryl)-L-alaninate O=C1[C@@H](N2CC[C@@H]1C2)COP(=O)(OC2=CC=CC=C2)N[C@@H](C)C(=O)OCC2=CC=CC=C2